(S)-7-((3,5-difluoro-4-(1-(2-fluoroethyl)cyclopropoxy)benzyl)oxy)-3,4,11,11a-tetrahydropyrimido[6',1':2,3]imidazo[5,1-c][1,4]oxazin-9(1H)-one FC=1C=C(COC2=NC(N3C(N4[C@H](COCC4)C3)=C2)=O)C=C(C1OC1(CC1)CCF)F